ClC=1C(=C(C=CC1)NC1=C(NC2=C1C(NCC2)=O)C2=NC(=NC=C2)NCC(F)F)OC 3-[(3-chloro-2-methoxyphenyl)amino]-2-[2-[(2,2-difluoroethyl)amino]pyrimidin-4-yl]-1H,5H,6H,7H-pyrrolo[3,2-C]pyridin-4-one